O=C(COC1=CC=C(C=C1)N1C(NC(CC1)=O)=O)N1CCNCC1 1-(4-(2-Oxo-2-(piperazin-1-yl)ethoxy)phenyl)dihydropyrimidine-2,4(1H,3H)-dione